C1(CC1)C1=CC(=C(C(=C1)[N+](=O)[O-])N[C@H]1[C@H](CCCC1)NC(=O)C1=CC(NC2=CC(=CC=C12)F)=O)C(=O)N1CCOCC1 N-((1S,2R)-2-((4-cyclopropyl-2-(morpholine-4-carbonyl)-6-nitrophenyl)amino)cyclohexyl)-7-fluoro-2-oxo-1,2-dihydroquinoline-4-carboxamide